(S)-(-)-α-Methyl-4-pyridinemethanol C[C@@H](C1=CC=NC=C1)O